3,4-dihydro-2H-cyclopenta[c]isoquinoline-1,5-dione C1(CCC=2NC(C=3C=CC=CC3C21)=O)=O